O1C(CCCC1)OCC(C=C)=O 1-(tetrahydropyran-2-yloxy)-3-buten-2-one